4-bromo-N-(8,9-difluoro-6-oxo-1,4,5,6-tetrahydro-2H-pyrano[3,4-c]isoquinolin-1-yl)-N-methyl-1H-pyrrole-2-carboxamide BrC=1C=C(NC1)C(=O)N(C)C1COCC=2NC(C=3C=C(C(=CC3C21)F)F)=O